Cl.Cl.FC=1C=NC=CC1NC=1C=NC=2CCNCC2C1 N-(3-fluoropyridin-4-yl)-5,6,7,8-tetrahydro-1,6-naphthyridin-3-amine dihydrochloride